N-[N-(Benzyloxycarbonyl)-L-γ-glutamyl]-L-glutamic acid C(C1=CC=CC=C1)OC(=O)N[C@@H](CCC(=O)N[C@@H](CCC(=O)O)C(=O)O)C(=O)O